(2-{[2-({2-[2,6-dioxopiperidin-3-yl]-1,3-dioxoisoindol-4-yl}amino)ethyl]carbamoyl}-7-azaspiro[3.5]nonan-7-yl)acetic acid O=C1NC(CCC1N1C(C2=CC=CC(=C2C1=O)NCCNC(=O)C1CC2(C1)CCN(CC2)CC(=O)O)=O)=O